5-Methyl-N-(2-methyl-4-oxo-4H-chromen-7-yl)-1-(p-tolyl)-1H-1,2,3-triazole-4-carboxamide CC1=C(N=NN1C1=CC=C(C=C1)C)C(=O)NC1=CC=C2C(C=C(OC2=C1)C)=O